3-(3-methylnaphthalen-1-yl)-2-oxobutanoic acid CC=1C=C(C2=CC=CC=C2C1)C(C(C(=O)O)=O)C